(E)-1-(3-(4-((4-([1,2,4]triazolo[4,3-a]pyridin-7-yloxy)-3-methylphenyl)amino)pyrrolo[2,1-f][1,2,4]triazin-5-yl)azetidin-1-yl)-4-(dimethylamino)but-2-en-1-one N=1N=CN2C1C=C(C=C2)OC2=C(C=C(C=C2)NC2=NC=NN1C2=C(C=C1)C1CN(C1)C(\C=C\CN(C)C)=O)C